BrC=1C=CC=2C(C3=CC=CC=C3OC2C1)(C)C 3-bromo-9,9-dimethylxanthene